[2-(2,6-dioxopiperidin-3-yl)-4-(oxan-4-yloxy)-3-oxo-2,3-dihydro-1H-isoindol-5-yl]methyl N-[4-(3,4-difluorophenoxy)phenyl]carbamate FC=1C=C(OC2=CC=C(C=C2)NC(OCC=2C(=C3C(N(CC3=CC2)C2C(NC(CC2)=O)=O)=O)OC2CCOCC2)=O)C=CC1F